ethyl (S)-3-(6-fluorobiphenyl-3-yl)-3-(3-(4-hydroxy-1,5-dimethyl-2-oxo-1,2-dihydropyridin-3-yl) ureido)propanoate FC1=CC=C(C=C1C1=CC=CC=C1)[C@H](CC(=O)OCC)NC(=O)NC=1C(N(C=C(C1O)C)C)=O